C(C)(=O)OC(C(=O)NC1=CC(=C(C=C1)B1OC(C(O1)(C)C)(C)C)C)C1=NC(=CC=C1)C 2-((3-methyl-4-(4,4,5,5-tetramethyl-1,3,2-dioxaborolan-2-yl)phenyl)amino)-1-(6-methylpyridin-2-yl)-2-oxoethyl acetate